P(=O)(OC[N+]1=C(C(=CC=C1)C1=CC(=NO1)CC=1C=NC(=CC1)OCC1=NN(C=C1)C)N)(O)[O-] (2-amino-3-(3-((6-((1-methyl-1H-pyrazol-3-yl)methoxy)pyridin-3-yl)methyl)isoxazol-5-yl)pyridin-1-ium-1-yl)methyl hydrogen phosphate